COC=1C=C(CNC=2C=3N(C4=C(N2)C=NC(=C4)C(=O)O)C=NC3)C=CC1OC 4-((3,4-dimethoxybenzyl)amino)imidazo[1,5-a]pyrido[3,4-e]pyrazine-8-carboxylic acid